N1CC(C1)N1C[C@@H]([C@@H](CC1)N1N=C(C=C1)C1=CC=C(C=C1)OC1=CC=CC=C1)F 1-((3S,4R)-1-(azetidin-3-yl)-3-fluoropiperidin-4-yl)-3-(4-phenoxyphenyl)-1H-pyrazole